C(#N)N1C[C@]2(CC2C1)NC(=O)C=1SC(=CN1)C1=C(C=CC=C1)OC1=CC=CC=C1 N-((1R)-3-Cyano-3-azabicyclo[3.1.0]hexan-1-yl)-5-(2-phenoxyphenyl)thiazol-2-carboxamid